N1(C=NC=C1)CCOC=1C=C(C=2N(C1)N=CC2C#N)C=2C=NC(=CC2)N2CCNCC2 6-(2-(1H-imidazol-1-yl)ethoxy)-4-(6-(piperazin-1-yl)pyridin-3-yl)pyrazolo[1,5-a]pyridine-3-carbonitrile